FC(OC1=NC=CC(=C1)CNC(=O)N[C@H]1[C@@H](CC(CC1)(F)F)O)F |r| 1-[[2-(difluoromethoxy)pyridin-4-yl]methyl]-3-[rac-(1R,2R)-4,4-difluoro-2-hydroxycyclohexyl]urea